(R)-N4-(5-(2-oxa-6-azaspiro[3.3]heptan-6-yl)-5,6,7,8-tetrahydroquinolin-2-yl)-N6-(3-(methylsulfonyl)pyridin-2-yl)pyrimidine-4,6-diamine C1OCC12CN(C2)[C@H]2C=1C=CC(=NC1CCC2)NC2=NC=NC(=C2)NC2=NC=CC=C2S(=O)(=O)C